OC1=C(C(=CC=C1)O[C@H]1O[C@@H]([C@@H]([C@H]([C@@H]1O)O)O)CO)C(\C=C\C1=CC=C(C=C1)[N+](=O)[O-])=O (E)-1-[2-Hydroxy-6-[(2R,3S,4R,5R,6R)-3,4,5-trihydroxy-6-(hydroxymethyl)oxan-2-yl]oxyphenyl]-3-(4-nitrophenyl)prop-2-en-1-one